OC(CCC)C1=CC(=C(C=N1)C1=NC=C2C=C(N=CC2=C1)CC(=O)N)C {7-[6-(1-hydroxybutyl)-4-methylpyridin-3-yl]-2,6-naphthyridin-3-yl}acetamide